[Cl-].[Cl-].C1(=CC=C(C=C1)C(=[Zr+2](C1=C(C(=CC=2C3=CC(=C(C=C3CC12)C(C)(C)C)C(C)(C)C)C(C)(C)C)C(C)(C)C)C1C=CC=C1)C1=CC(=CC=C1)Cl)C (p-tolyl)(m-chlorophenyl)methylene(cyclopentadienyl)(2,3,6,7-tetra-tert-butylfluorenyl)zirconium dichloride